CNCC1=CC(=C(C=C1)C=1C=C2C(=CN1)NN=C2C=2C=NN(C2)C)C(F)(F)F n-methyl-1-(4-(3-(1-methyl-1H-pyrazol-4-yl)-1H-pyrazolo[3,4-c]pyridin-5-yl)-3-(trifluoromethyl)phenyl)methylamine